N(=[N+]=[N-])\C(\C(=O)OC)=C/C1=C(C(=CC=C1)I)Br Methyl (Z)-2-azido-3-(2-bromo-3-iodophenyl)acrylate